C[C@@]1(OCC=2C=NC(=CC21)C(=O)N[C@@H]2C(NC1=C(CC2)C=C(C=C1F)F)=O)C(F)(F)F (1S)-1-methyl-N-[(3S)-7,9-difluoro-2-oxo-1,3,4,5-tetrahydro-1-benzazepine-3-yl]-1-(trifluoromethyl)-3H-furo[3,4-c]Pyridine-6-carboxamide